LITHIUM (6-(1,3-DIOXOLAN-2-YL)PYRIDIN-2-YL)TRIHYDROXYBORATE O1C(OCC1)C1=CC=CC(=N1)[B-](O)(O)O.[Li+]